OC1=CC2=C(N=C(S2)C=2SC[C@@H](N2)C(=O)O)C=C1 (4S)-4,5-dihydro-2-(6-hydroxybenzothiazolyl)-4-thiazole-carboxylic acid